C(C)(C)(C)C1=NC(=NO1)C12CC(C1)(C2)C(=O)C(=O)N2CC1(C2)CC(C1)N1C=NC(=C1)C1CC1 [3-(5-tert-butyl-1,2,4-oxadiazol-3-yl)-1-bicyclo[1.1.1]pentanoyl]-[6-(4-cyclopropylimidazol-1-yl)-2-azaspiro[3.3]heptan-2-yl]methanone